4-{1-[(3,3-difluorocyclopentyl)methyl]-3-(propan-2-yloxy)-4-(trifluoromethyl)-1H-pyrazole-5-amido}pyridine-2-carboxylic acid FC1(CC(CC1)CN1N=C(C(=C1C(=O)NC1=CC(=NC=C1)C(=O)O)C(F)(F)F)OC(C)C)F